N1=CC(=CC=C1)N1C(NC(C2=C1N=C(C=C2)C(F)(F)F)=O)=O 1-(pyridin-3-yl)-7-(trifluoromethyl)-pyrido[2,3-d]pyrimidine-2,4(1H,3H)-dione